1-(4-tert-butylphenyl)-1,3-eicosanedione C(C)(C)(C)C1=CC=C(C=C1)C(CC(CCCCCCCCCCCCCCCCC)=O)=O